ClC1=C(C(=CC=C1)Cl)C=1C(C2=C(N=C(N=C2)NC2=CC=C3C(CN(CC3=C2)C)(C)C)N(C1)C)=O 6-(2,6-dichlorophenyl)-8-methyl-2-[(2,4,4-trimethyl-1,2,3,4-tetrahydroisoquinolin-7-yl)amino]pyrido[2,3-d]pyrimidin-5(8H)-one